9H-fluoren-9-ylmethyl (3R)-3-(tert-butoxycarbonylamino)piperidine-1-carboxylate C(C)(C)(C)OC(=O)N[C@H]1CN(CCC1)C(=O)OCC1C2=CC=CC=C2C=2C=CC=CC12